NC1=C2C(=NC=N1)N(N=C2C2=CC=C(C=C2)OC2=CC=CC=C2)[C@H]2CN(CCC2)CC2CCN(CC2)C2=CC=C(C=C2)N2C(NC(CC2)=O)=O (R)-1-(4-(4-((3-(4-amino-3-(4-phenoxyphenyl)-1H-pyrazolo[3,4-d]pyrimidin-1-yl)piperidin-1-yl)methyl)piperidin-1-yl)phenyl)dihydropyrimidine-2,4(1H,3H)-dione